CCCCCCCC1=CC(=CC(=O)O1)O The molecule is a 2-pyranone in which the hydrogens at positions 4 and 6 of 2H-pyran-2-one are replaced by hydroxy and heptyl groups respectively. It is a member of 2-pyranones and a heteroaryl hydroxy compound.